2-(2-aminoethyl)-1-((1s,4s)-4-isopropylcyclohexyl)-3-oxo-2,3-dihydro-1H-spiro[isoquinoline-4,4-piperidin]-7-yl sulfamate S(N)(OC1=CC=C2C(=C1)C(N(C(C21CCNCC1)=O)CCN)C1CCC(CC1)C(C)C)(=O)=O